CC1=C(C(=CC(=C1C)C(C)(C)C)C)O 2,6-dimethylmethyl-4-t-butyl-phenol